NC=1C2=C(N=CN1)N(C=C2C=2SC=CN2)[C@H]2[C@@H]([C@@H]([C@H](C2)CC2CNC2)O)O (1R,2S,3R,5S)-3-[4-amino-5-(1,3-thiazol-2-yl)pyrrolo[2,3-d]pyrimidin-7-yl]-5-(azetidin-3-ylmethyl)cyclopentane-1,2-diol